methylene bis-phosphonate P(OCOP([O-])=O)([O-])=O